C(C)OC(=O)C1=CC(=NN1CCCC(=O)OCC)Br.COCC1(CCN(CC1)CC1=CC=C(C=C1)NC(C)=O)CCC1=CC=CC=C1 N-(4-((4-(methoxymethyl)-4-phenethylpiperidin-1-yl)methyl)phenyl)acetamide ethyl-3-bromo-1-(4-ethoxy-4-oxobutyl)-1H-pyrazole-5-carboxylate